(S)-N-(1-(o-methoxyphenyl)ethyl)-amide COC1=C(C=CC=C1)[C@H](C)[NH-]